OC1=CC=C(OC2=C(C(=O)N)C=C(C=C2)F)C=C1 2-(4-hydroxyphenoxy)-5-fluorobenzamide